2-(3-(((4-(2-((6-(6-aminopyridazin-4-yl)-1H-indazol-4-yl)oxy)ethoxy)butyl)amino)methyl)-5-(trifluoromethoxy)phenoxy)ethanol NC1=CC(=CN=N1)C1=CC(=C2C=NNC2=C1)OCCOCCCCNCC=1C=C(OCCO)C=C(C1)OC(F)(F)F